COC1=CC=2N(C=C1)C(=C(N2)C2=CC=C(C=C2)[N+](=O)[O-])N 7-methoxy-2-(4-nitrophenyl)imidazo[1,2-a]pyridin-3-amine